C1CCC2=C(C=3CCCC3C=C12)NC(=O)N=[S@@](=O)(N)C=1C=NN2C1OCC[C@@H]2C (S,7S)-N'-((1,2,3,5,6,7-hexahydro-s-indacen-4-yl)carbamoyl)-7-methyl-6,7-dihydro-5H-pyrazolo[5,1-b][1,3]oxazine-3-sulfonimidamide